COC1=NC(=NC2=CC=CC=C12)C(=O)O 4-methoxyquinazoline-2-carboxylic acid